C(C1=CC=CC=C1)NC(C(=O)OC)C(C)([N+](=O)[O-])C methyl 2-(benzylamino)-3-methyl-3-nitrobutanoate